N1=C(C=CC=2CCCNC12)CCN1N=CC(=C1)C(=O)NC[C@@H](C(=O)O)NS(=O)(=O)CC=1C=C(C=CC1)C (S)-3-(1-(2-(5,6,7,8-tetrahydro-1,8-naphthyridin-2-yl)ethyl)-1H-pyrazole-4-carboxamido)-2-((m-tolylmethyl)sulphonamido)propanoic acid